cyanovinyl-phosphoric acid C(#N)C=COP(O)(O)=O